trimethoyl phosphate P(=O)(OC=O)(OC=O)OC=O